n-hexadecyl-acrylamide C(CCCCCCCCCCCCCCC)C(C(=O)N)=C